OCC(C1=CC=CC=C1)N1CC=2N=CN=C(C2CC1)N1CCN(CC1)C(C=C)=O 1-(4-(7-(2-hydroxy-1-phenylethyl)-5,6,7,8-tetrahydropyrido[3,4-d]pyrimidin-4-yl)piperazin-1-yl)prop-2-en-1-one